ClC1=CC=C2C(=N1)C(CC2)(O)CC 2-chloro-7-ethyl-6,7-dihydro-5H-cyclopenta[B]pyridin-7-ol